C(CCCCCCCC)C(CCOOCC=C)OC1=CC=CC=C1 allyloxy nonyl-phenoxypropyl ether